3-(((E)-(1-methyl-beta-carbolin-3-yl)methylene)hydrazino)indol-2-one Methyl-3-(2-chloro-N-(1-cyclopropylethyl)isonicotinamido)-2-fluorobenzoate COC(C1=C(C(=CC=C1)N(C(C1=CC(=NC=C1)Cl)=O)C(C)C1CC1)F)=O.CC1=NC(=CC=2C3=CC=CC=C3NC12)\C=N\NC=1C(N=C2C=CC=CC12)=O